5-methyl-3-phenyl-1,3,4-oxadiazol-2(3H)-one CC1=NN(C(O1)=O)C1=CC=CC=C1